N1N=NN=C1C1=CC=C(C(=O)N)C=C1 4-(1H-1,2,3,4-tetrazol-5-yl)benzamide